C(CCCCCCC\C=C/CCCCCCCC)(=O)C(C(CN(C)C)C(CCCCCCC\C=C/CCCCCCCC)=O)OC(N)=O 1,2-dioleoyl-carbamoyloxy-3-dimethylaminopropane